lanthanum triethanolate C(C)[O-].C(C)[O-].C(C)[O-].[La+3]